3-((13-(thiophen-2-yl)tridecyl)oxy)propyl hydrogen ((((R)-1-(6-amino-9H-purin-9-yl)propan-2-yl)oxy)methyl)phosphonate NC1=C2N=CN(C2=NC=N1)C[C@@H](C)OCP(OCCCOCCCCCCCCCCCCCC=1SC=CC1)(O)=O